(R)-N-(4-cyclopropyl-1-((4-methoxybenzyl)oxy)but-3-yn-2-yl)-2-methylpropane-2-sulfinamide C1(CC1)C#CC(COCC1=CC=C(C=C1)OC)N[S@](=O)C(C)(C)C